ClC=1C=C(C=CC1C#N)N1CC2(C[C@H]1C)CCN(CC2)C2=CC=C(C(=O)N1CCC(CC1)CN1CCN(CC1)C1=CC=C(C(=O)N[C@@H]3C(NC(CC3)=O)=O)C=C1)C=C2 4-(4-((1-(4-((R)-2-(3-Chloro-4-cyanophenyl)-3-methyl-2,8-diazaspiro[4.5]decan-8-yl)benzoyl)piperidin-4-yl)methyl)piperazin-1-yl)-N-((S)-2,6-dioxopiperidin-3-yl)benzamide